2-Cyclopropyl-N-(3-(3-((4-methyl-4H-1,2,4-triazol-3-yl)methyl)oxetan-3-yl)phenyl)-6-(piperidin-1-ylmethyl)pyrimidine-4-carboxamide C1(CC1)C1=NC(=CC(=N1)C(=O)NC1=CC(=CC=C1)C1(COC1)CC1=NN=CN1C)CN1CCCCC1